4-(difluoromethyl)-N-[4-fluoro-5-[6-[(2R,6S)-2,6-dimethylmorpholin-4-yl]pyridin-3-yl]-2-[(3R,5S)-3,4,5-trimethylpiperazin-1-yl]phenyl]-6-oxo-1H-pyridine-3-carboxamide FC(C=1C(=CNC(C1)=O)C(=O)NC1=C(C=C(C(=C1)C=1C=NC(=CC1)N1C[C@H](O[C@H](C1)C)C)F)N1C[C@H](N([C@H](C1)C)C)C)F